tert-butyl (6S)-6-methyl-3-(3-methyl-1H-pyrrolo[2,3-b]pyridin-4-yl)-2-[4-(trifluoromethyl)phenyl]-6,7-dihydropyrazolo[1,5-a]pyrazine-5(4H)-carboxylate C[C@@H]1N(CC=2N(C1)N=C(C2C2=C1C(=NC=C2)NC=C1C)C1=CC=C(C=C1)C(F)(F)F)C(=O)OC(C)(C)C